S(N)(OC=1C=C2C(=CN(C2=CC1)C1CCN(CC1)[C@@H]1CC[C@@H](CC1)C(C)(C)C)CCN)(=O)=O 3-(2-aminoethyl)-1-(1-(cis-4-(tert-butyl)cyclohexyl) piperidin-4-yl)-1H-indol-5-yl sulfamate